P(=S)(SCCCCCCCCCCOC(C=C)=O)(O)O acryloyloxydecyl dihydrogen dithiophosphate